2-(5-Fluoropyridin-2-yl)-6-isopropyl-3-oxo-2,3,4,5-tetrahydropyridazine-4-carboxylic acid methyl ester COC(=O)C1C(N(N=C(C1)C(C)C)C1=NC=C(C=C1)F)=O